6-(p-tolyl)-2-(4-(trifluoromethyl)phenyl)benzo[b]Thiophene-3-carboxamide C1(=CC=C(C=C1)C=1C=CC2=C(SC(=C2C(=O)N)C2=CC=C(C=C2)C(F)(F)F)C1)C